4-phenethyl-2-ethyl-1,2,4-thiadiazole-3,5-dione C(CC1=CC=CC=C1)N1C(N(SC1=O)CC)=O